24-[cyclopropyl(hydroxy)methyl]-5α-cholane-3β,4β-diol C1(CC1)C(CCC[C@@H](C)[C@H]1CC[C@H]2[C@@H]3CC[C@H]4[C@H]([C@H](CC[C@]4(C)[C@H]3CC[C@]12C)O)O)O